Bis-(3-methyl-4-aminocyclohexyl)methan butyl-6-(methylsulfonylmethyl)-2-azaspiro[3.3]heptane-2-carboxylate C(CCC)OC(=O)N1CC2(C1)CC(C2)CS(=O)(=O)C.CC2CC(CCC2N)CC2CC(C(CC2)N)C